2-Ethyl-6-methyl-3,6-dihydro-4H-[1,4]oxazine C(C)C1OC(CNC1)C